ClC1=CC(=NC=C1)C#CC1=NN(C=C1)C 4-chloro-2-((1-methyl-1H-pyrazol-3-yl)ethynyl)pyridine